2-((4-Amino-3-(4-hydroxyphenyl)-1H-pyrazolo[3,4-d]pyrimidin-1-yl)methyl)-3-(2-chlorobenzyl)-5-(6-oxo-6-(pyrrolidin-1-yl)hex-1-yn-1-yl)quinazolin-4(3H)-one NC1=C2C(=NC=N1)N(N=C2C2=CC=C(C=C2)O)CC2=NC1=CC=CC(=C1C(N2CC2=C(C=CC=C2)Cl)=O)C#CCCCC(N2CCCC2)=O